O[C@]1(CO[C@@H](C1)C1=CC=C(C=C1)O)C(=O)N[C@H](C(=O)O)C1=CC=C(C=C1)CC#CO (S)-2-((3R,5S)-3-hydroxy-5-(4-hydroxyphenyl)tetrahydrofuran-3-carboxamido)-2-(4-(3-hydroxyprop-2-yn-1-yl)phenyl)acetic acid